ClC=1C=C2C(=NC1OC)C(=C(N2C)C2=NNC(=N2)[C@@H](C(F)(F)F)OC)C=2C=NNC2 (S)-6-chloro-5-methoxy-1-methyl-3-(1H-pyrazol-4-yl)-2-(5-(2,2,2-trifluoro-1-methoxy-ethyl)-1H-1,2,4-triazol-3-yl)-1H-pyrrolo[3,2-b]pyridine